[K].C12CN(CC(CC1)O2)C2=C(C=C(C(=C2)OC)NC2=NC=NC(=C2)N2OCC[C@@H]2C2=C(C(=CC=C2)F)F)NC(C=C)=O N-(2-(8-oxa-3-azabicyclo[3.2.1]octan-3-yl)-5-((6-((R)-3-(2,3-difluorophenyl)isoxazolidine-2-yl)pyrimidine-4-yl)amino)-4-methoxyphenyl)acrylamide potassium